C(C)(C)(C)C1[C@](N(CC[C@@]1(C(=O)O)CC1=NC(=C(C(=C1)C)F)NC1=NN(C(=C1)C)C(C)(C)C)C(=O)O)(C)C(C)(C)C di-tert-butyl-(2r,4r)-4-((6-((1-(tert-butyl)-5-methyl-1H-pyrazol-3-yl)amino)-5-fluoro-4-methylpyridin-2-yl)methyl)-2-methylpiperidine-1,4-dicarboxylic acid